FC1=C(C(=C(C=C1N1N=C(C=2N=C(N=CC21)N2CCNCC2)C)C(F)(F)F)F)O 2,6-Difluoro-3-(3-methyl-5-(piperazin-1-yl)-1H-pyrazolo[4,3-d]pyrimidin-1-yl)-5-(trifluoromethyl)phenol